tetramethylcyclohexylcyclopentadiene CC1C(=C(C(=C1C1CCCCC1)C)C)C